FC1(C(C=C(C=C1)F)F)S(=O)(=O)O 1,2,4-trifluorobenzenesulfonic acid